The molecule is a 3-oxo Delta(4)-steroid that is estr-4-ene substituted by a beta-hydroxy group at position 17 and an alpha-methyl group at position 2. It is a 3-oxo-Delta(4) steroid and a 17beta-hydroxy steroid. It derives from a hydride of an estrane. C[C@@H]1C[C@@H]2[C@H]3CC[C@]4([C@H]([C@@H]3CCC2=CC1=O)CC[C@@H]4O)C